N-tert-butoxycarbonyl-(3S)-1,2,3,4-tetrahydro-beta-carboline-3-carboxylic acid C(C)(C)(C)OC(=O)N1CC=2NC3=CC=CC=C3C2C[C@H]1C(=O)O